3-ethoxy-5-ethylsulfanyl-4-methoxyphenylethylamine C(C)OC=1C=C(C=C(C1OC)SCC)CCN